4-(4-(methylthio)-1H-imidazol-1-yl)benzofuran-2-carboxylic acid chloride CSC=1N=CN(C1)C1=CC=CC2=C1C=C(O2)C(=O)Cl